N-(6-bromo-3-pyridinyl)-N-(2-methoxyethyl)carbamic acid 9H-fluoren-9-ylmethyl ester C1=CC=CC=2C3=CC=CC=C3C(C12)COC(N(CCOC)C=1C=NC(=CC1)Br)=O